(difluoromethyl)-4-acetamidopyrrolidin FC(F)N1CCC(C1)NC(C)=O